C1(CC1)C1=NC=NC(=C1C=1N=CC2=C(N(C(OC2C)=O)CC2=CC=C(C=C2)C=2N(C=C(N2)C(F)(F)F)C)N1)OC 7-(4-cyclopropyl-6-methoxypyrimidin-5-yl)-4-methyl-1-(4-(1-methyl-4-(trifluoromethyl)-1H-imidazol-2-yl)benzyl)-1,4-dihydro-2H-pyrimido[4,5-d][1,3]oxazin-2-one